N[C@H]([C@@H](CN(S(=O)(=O)C1=CC=C(C=C1)N)CC(C)C)O)CC1=CC=CC=C1 N-((2R,3S)-3-amino-2-hydroxy-4-phenylbutyl)-N-isobutyl-4-aminobenzenesulphonamide